tert-butyl 2-(2-(2-cyclopentylphenyl)-4-(4-methoxybenzyl) piperazin-1-yl)-7-azaspiro[3.5]nonane-7-carboxylate C1(CCCC1)C1=C(C=CC=C1)C1N(CCN(C1)CC1=CC=C(C=C1)OC)C1CC2(C1)CCN(CC2)C(=O)OC(C)(C)C